(S)-1-(4-Cyclopropyl-2,3-difluorobenzoyl)-3,3-difluoro-5-{5-methyl-[1,2,4]triazolo[1,5-a]pyrimidin-7-yl}piperidine C1(CC1)C1=C(C(=C(C(=O)N2CC(C[C@@H](C2)C2=CC(=NC=3N2N=CN3)C)(F)F)C=C1)F)F